CC1(CC(=C(N=C1)N)C(F)(F)F)N 5-methyl-3-(trifluoromethyl)pyridine-2,5-diamine